C(C)(=O)OCC\C=C/CC cis-3-Hexenol acetate